(R)-2-((3R,5R)-3,5-Dimethylpiperazin-1-yl)-N-(3-(2-((2-fluoro-3-(methylsulfonyl)phenyl)amino)-5-methylpyrimidin-4-yl)-1H-indol-7-yl)butanamid C[C@@H]1CN(C[C@H](N1)C)[C@@H](C(=O)NC=1C=CC=C2C(=CNC12)C1=NC(=NC=C1C)NC1=C(C(=CC=C1)S(=O)(=O)C)F)CC